1-(7-methyl-2,5-dioxa-8-azaspiro[3.4]oct-8-yl)prop-2-en-1-one CC1COC2(COC2)N1C(C=C)=O